C1=C(C=CC=2OC3=C(C21)C=CC=C3)C(C)NC=3C(NC(=CN3)C=3CCOCC3)=O 3-((1-(Dibenzo[b,d]furan-2-yl)ethyl)amino)-6-(3,6-dihydro-2H-pyran-4-yl)-2-oxopyrazin